ClC=1C(=CC(=NC1C)OCC(=O)N(C1=CC=CC=C1)C)C 2-(5-chloro-4,6-dimethylpyridin-2-yloxy)-N-methyl-N-phenylacetamide